antimonic trichloride [Sb+2](Cl)(Cl)Cl